((R)-1-(5-chloro-4-ethoxy-pyrimidin-2-yl)pyrrolidin-3-yl)-3-(ethoxymethyl)-8-(trifluoromethyl)-[1,2,4]triazolo[4,3-a]pyridine ClC=1C(=NC(=NC1)N1C[C@@H](CC1)C1=CC=C(C=2N1C(=NN2)COCC)C(F)(F)F)OCC